N-(4,4-difluorocyclohexyl)-2-(3-methyl-3,8-diazabicyclo[3.2.1]octan-8-yl)-6,7-dihydrothiazolo[5,4-c]pyridine-5(4H)-carboxamide FC1(CCC(CC1)NC(=O)N1CC2=C(CC1)N=C(S2)N2C1CN(CC2CC1)C)F